2λ6-thia-6-azaspiro[3.3]heptane 2,2-dioxide C1S(CC12CNC2)(=O)=O